Cl.FC1=CC=C(C=C1)NC(=O)C1(CC1)C(=O)NC1=CC=C(C=C1)OC1=CC=NC2=CC(=CC=C12)C=1C=NC(=CC1)N1CCCC1 1-N'-(4-fluorophenyl)-1-N-[4-[7-(6-pyrrolidin-1-ylpyridin-3-yl)quinolin-4-yl]oxyphenyl]cyclopropane-1,1-dicarboxamide hydrochloride